(4-chloro-3-methylpyridin-2-yl)methanamine ClC1=C(C(=NC=C1)CN)C